benzo[d]oxazol hydrochloride Cl.O1C=NC2=C1C=CC=C2